5-(6-methoxypyrimidin-4-yl)-2-{6-[(2,2,6,6-tetramethylpiperidin-4-yl)oxy]pyridazin-3-yl}pyridin-3-ol COC1=CC(=NC=N1)C=1C=C(C(=NC1)C=1N=NC(=CC1)OC1CC(NC(C1)(C)C)(C)C)O